N1(C=NC=C1)C(=O)C1=C(C=C(C=C1)[N+](=O)[O-])C(F)(F)F (1H-imidazolyl)(4-nitro-2-trifluoromethyl-phenyl)methanone